(3-hydroxypyridin-2-yl)-5-(tetrahydro-2H-pyran-4-yl)-4-(5-(trifluoromethyl)pyridin-2-yl)-4,5-dihydropyrrolo[3,4-c]pyrazol-6(2H)-one OC=1C(=NC=CC1)N1N=C2C(=C1)C(N(C2=O)C2CCOCC2)C2=NC=C(C=C2)C(F)(F)F